N=1C=CN2C1C(=NC=C2)N2CCC1(C(N(C(N1)=O)CCC=1N=C3N(C=CC(=C3)OC(C)C3=CC=CC=C3)C1C)=O)CC2 8-(Imidazo[1,2-a]pyrazin-8-yl)-3-(2-(3-methyl-7-(1-phenylethoxy)imidazo[1,2-a]pyridin-2-yl)ethyl)-1,3,8-triazaspiro[4.5]decane-2,4-dione